3-FLUORO-4-[(2-FORMYLPIPERIDIN-1-YL)METHYL]BENZAMIDE FC=1C=C(C(=O)N)C=CC1CN1C(CCCC1)C=O